benzyl 4-[3-[(1R,5S)-3-(3-amino-6-chloro-pyridazin-4-yl)-3,8-diazabicyclo[3.2.1]octan-8-yl]-N-methyl-anilino]piperidine-1-carboxylate NC=1N=NC(=CC1N1C[C@H]2CC[C@@H](C1)N2C=2C=C(N(C)C1CCN(CC1)C(=O)OCC1=CC=CC=C1)C=CC2)Cl